tert-butyl N-[1-(3-{[1-(diphenylmethyl)azetidin-3-yl]oxy}benzenesulfonyl)piperidin-4-yl]carbamate C1(=CC=CC=C1)C(N1CC(C1)OC=1C=C(C=CC1)S(=O)(=O)N1CCC(CC1)NC(OC(C)(C)C)=O)C1=CC=CC=C1